2-(2'-hydroxy-3',5'-dicumylphenyl)-benzotriazole OC1=C(C(C)(C)C=2C=C(C=C(C2)N2N=C3C(=N2)C=CC=C3)C(C)(C)C3=CC=CC=C3)C=CC=C1